C(C)C(CC1=CC2=C(C3=C(N2)SC=C3)S1)CCCC 2-ethylhexyldithienopyrrole